O=C1N(CCC1)C(C(=O)O)CC 2-(oxo-pyrrolidine-1-yl)-butyric acid